ethyl 8-ethoxy-1,4-dioxaspiro[4.5]decane-8-carboxylate C(C)OC1(CCC2(OCCO2)CC1)C(=O)OCC